C(C(C)C)(=O)OC[C@H]1O[C@H]([C@@H]2OC(O[C@@H]21)(C)C)N2C(N\C(\C=C2)=N/O)=O ((3aR,4R,6R,6aR)-6-((Z)-4-(hydroxyimino)-2-oxo-3,4-dihydropyrimidin-1(2H)-yl)-2,2-dimethyltetrahydrofuro[3,4-d][1,3]dioxol-4-yl)methyl isobutyrate